S1C(=C(C(=C1C(=O)O)C(=O)O)C(=O)O)C(=O)O 2,3,4,5-thiophenetetracarboxylic acid